O1C(=CC=C1)CC1=CC(=NC2=C(N=CC=C12)C1=CC=NN1)N1CCOCC1 4-(furan-2-ylmethyl)-2-(morpholin-4-yl)-8-(1H-pyrazol-5-yl)-1,7-naphthyridine